OCC1=C2N=CC=NC2=C(C=C1CNC(C=C)=O)C1=CC=C(C=C1)OC(F)(F)F N-((5-(hydroxymethyl)-8-(4-(trifluoromethoxy)phenyl)quinoxalin-6-yl)methyl)acrylamide